The molecule is a polyphenol that is (-)-secoisolariciresinol carrying an additional hydroxy substituent at position 7. It is a polyphenol, a member of methoxybenzenes, a triol and a lignan. It derives from a (-)-secoisolariciresinol. COC1=C(C=CC(=C1)C[C@@H](CO)[C@H](CO)C(C2=CC(=C(C=C2)O)OC)O)O